CS(=O)(=O)OC[C@@H]1N(CCN(C1)C(=O)OC(C)(C)C)C(=O)OCC1=CC=CC=C1 1-benzyl 4-(tert-butyl) (R)-2-(((methyl sulfonyl)oxy)methyl)piperazine-1,4-dicarboxylate